3-(2',6'-dimethylbiphenyl-3-yl)-3-(3-methoxy-2-(4-methyl-2-oxopyridin-1(2H)-yl)propanamido)propanoic acid CC1=C(C(=CC=C1)C)C1=CC(=CC=C1)C(CC(=O)O)NC(C(COC)N1C(C=C(C=C1)C)=O)=O